CC1=C(C=C(C=C1)NC(=O)N1C2CNC(C1)CC2)C=2OC=C(N2)C N-[4-methyl-3-(4-methyl-2-oxazolyl)phenyl]-2,5-diazabicyclo[2.2.2]octane-2-carboxamide